3-bromo-1-(2,2-diethoxyethyl)-1H-pyrazol-5-amine BrC1=NN(C(=C1)N)CC(OCC)OCC